O1C(COCC1)COCCOC1=C(C=C(C=C1)C=1C=C(C(=NC1)N)C1=C(C=C(C=C1)N)F)OC 5-(4-(2-((1,4-dioxan-2-yl)methoxy)ethoxy)-3-methoxyphenyl)-3-(4-amino-2-fluorophenyl)pyridin-2-amine